cis-2-((3-((S)-3-(3-fluorophenyl)isoxazolidine-2-carbonyl)cyclobutyl)amino)pyrimidine-4-carbonitrile FC=1C=C(C=CC1)[C@H]1N(OCC1)C(=O)[C@H]1C[C@H](C1)NC1=NC=CC(=N1)C#N